6-((4-amino-3-(1H-pyrrolo[2,3-b]pyridin-5-yl)-1H-pyrazolo[3,4-d]pyrimidin-1-yl)methyl)-3,4-dihydroisoquinoline-2(1H)-carboxylic acid tert-butyl ester C(C)(C)(C)OC(=O)N1CC2=CC=C(C=C2CC1)CN1N=C(C=2C1=NC=NC2N)C=2C=C1C(=NC2)NC=C1